C(C)(C)(C)OC(=O)N([C@H](C(=O)OC)CCC=C)C methyl (S)-2-((tert-butoxycarbonyl)(methyl)amino)hex-5-enoate